CN1CCC(CCC1)=O 1-methylhexahydroazepine-4-one